C(CCC(N)=O)C(=O)O desamino-glutamine